COC=1C(=CC2=C(C(=NO2)NS(=O)(=O)C2=C(C=CC(=C2)C)OC)C1)CN1N=CC(=C1)CNC(OC(C)(C)C)=O tert-butyl ((1-((5-methoxy-3-((2-methoxy-5-methylphenyl)sulfonamido)benzo[d]isoxazol-6-yl)methyl)-1H-pyrazol-4-yl)methyl)carbamate